FC1(CCC(CC1)[C@H](NC(=O)C1=NON=C1C(C)C)C=1N=C2N(N=C(C=C2)CC2C(NC[C@@H](C2)C(F)(F)F)=O)C1)F N-((1S)-(4,4-difluorocyclohexyl)(6-(((5R)-2-oxo-5-(trifluoromethyl)piperidin-3-yl)methyl)imidazo[1,2-b]pyridazin-2-yl)methyl)-4-isopropyl-1,2,5-oxadiazole-3-carboxamide